C(=C)[Si](OCCOC)(OCCOC)OCCOC vinyltris(β-methoxy-ethoxy)silane